C(C)C1=C(C(=O)NC(C)C)C=CC(=N1)CC=1C(C2=CC=CC=C2C(C1C)=O)=O ethyl-N-isopropyl-6-((3-methyl-1,4-dioxo-1,4-dihydronaphthalen-2-yl)methyl)nicotinamide